5-[1-(5-amino-4-methyl-2-pyridyl)-3-(trifluoromethyl)pyrazol-4-yl]-N-[3-chloro-4-[4-(piperidine-4-carbonyl)piperazine-1-carbonyl]phenyl]-1-methyl-imidazole-2-carboxamide NC=1C(=CC(=NC1)N1N=C(C(=C1)C1=CN=C(N1C)C(=O)NC1=CC(=C(C=C1)C(=O)N1CCN(CC1)C(=O)C1CCNCC1)Cl)C(F)(F)F)C